3-hydroxy-N'-(1,3-dimethylbutylidene)-2-naphthohydrazide OC=1C(=CC2=CC=CC=C2C1)C(=O)NN=C(CC(C)C)C